ONC(CCCCCCC(=O)NO)=O N,N'-di-hydroxy-octane-diamide